ClC1=CC2=C(N(CN=C2)C=2C(=NC=CC2SC)C(C)C)N=C1 6-chloro-1-(2-isopropyl-4-(methylthio)pyridin-3-yl)pyrido[2,3-d]pyrimidine